C1OCC12CC(C2)OC2=C(C=C(C=C2F)F)C2CCN(CC2)[C@@H]2COC1(CN(C1)C=1OC=NN1)C2 (S)-7-(4-(2-((2-oxaspiro[3.3]heptan-6-yl)oxy)-3,5-difluorophenyl)piperidin-1-yl)-2-(1,3,4-oxadiazol-2-yl)-5-oxa-2-azaspiro[3.4]octane